(R)-1-[(S)-1-(2,3-Dihydrobenzo[1,4]dioxin-2-yl)methyl]-3-(2-fluorophenyl)piperidine tert-Butyl-(1R,3S,4S,5R)-3-((benzoyloxy)methyl)-5-methyl-2-azabicyclo[3.1.0]hexane-2-carboxylate C(C)(C)(C)OC(=O)N1[C@@H]2C[C@@]2(C[C@H]1COC(C1=CC=CC=C1)=O)C.O1[C@H](COC2=C1C=CC=C2)CN2C[C@H](CCC2)C2=C(C=CC=C2)F